5-methyl-1-[8-(triethoxysilyl)octyl]-1H-tetrazole CC1=NN=NN1CCCCCCCC[Si](OCC)(OCC)OCC